CC1(CNC1)C(=O)O 3-methyl-azetidine-3-carboxylic acid